3-(Pyridin-3-yl)-N-(pyrimidin-2-yl)-3a,4,5,6,7,7a-hexahydro-4,7-methanobenzo[d]isoxazole-7a-carboxamide N1=CC(=CC=C1)C1=NOC2(C1C1CCC2C1)C(=O)NC1=NC=CC=N1